9,9',9'',9'''-(5-cyano-6-(2,6-dimethylpyridin-3-yl)benzene-1,2,3,4-tetrayl)tetrakis(9H-carbazole-3,6-dicarbonitrile) C(#N)C=1C(=C(C(=C(C1C=1C(=NC(=CC1)C)C)N1C2=CC=C(C=C2C=2C=C(C=CC12)C#N)C#N)N1C2=CC=C(C=C2C=2C=C(C=CC12)C#N)C#N)N1C2=CC=C(C=C2C=2C=C(C=CC12)C#N)C#N)N1C2=CC=C(C=C2C=2C=C(C=CC12)C#N)C#N